C1(=CC=CC=C1)P(C1=CC=CC=C1)C1=CC=CC=C1.C1(=CC=CC=C1)P(C1=CC=CC=C1)C1=CC=CC=C1.C1(=CC=CC=C1)P(C1=CC=CC=C1)C1=CC=CC=C1.[Co] cobalt tris(triphenylphosphine)